[Cs].OO hydrogen peroxide, cesium salt